C(#N)C=1C=C(CC=2NC(=NN2)C(=O)N[C@@H]2[C@H]3[C@@H](C4=C(NC2=O)C(=CC(=C4)F)F)C3)C=CC1 5-(3-cyanobenzyl)-N-((1aR,2R,8bS)-5,7-difluoro-3-oxo-1,1a,2,3,4,8b-hexahydrobenzo[b]cycloprop[d]azepin-2-yl)-4H-1,2,4-triazole-3-carboxamide